SN(N)C(C1=CC=CC=C1)=O mercaptobenzoyl-hydrazine